ClC=1C=C(C=C(C1)Cl)C1=NC(=CC(=C1)CN1CCC(CC1)COC(NC)=O)OC=1C=NC(=NC1)N1CCN(CC1)CCO (1-((2-(3,5-dichlorophenyl)-6-((2-(4-(2-hydroxyethyl)piperazin-1-yl)pyrimidin-5-yl)oxy)pyridin-4-yl)methyl)piperidin-4-yl)methylmethylcarbamate